((S)-1-(4-((2-((S)-5-amino-5,7-dihydrospiro[cyclopenta[b]pyridine-6,4'-piperidin]-1'-yl)pyrido[2,3-b]pyrazin-6-yl)thio)-3-chloropyridin-2-yl)pyrrolidin-3-yl)methanol N[C@@H]1C=2C(=NC=CC2)CC12CCN(CC2)C=2N=C1C(=NC2)N=C(C=C1)SC1=C(C(=NC=C1)N1C[C@H](CC1)CO)Cl